C(C1=CC=CC=C1)OC1=C(C=CC=C1)C1CCC(CC1)OC[C@]1(C[C@H](CC1)NS(=O)(=O)C)/C(/N)=N/O (1R,3S,Z)-1-((((1s,4S)-4-(2-(benzyloxy)phenyl)cyclohexyl)oxy)methyl)-N'-hydroxy-3-(methylsulfonamido)cyclopentane-1-carboximidamide